5,6-dimethyl-5-hepten-2-one CC(CCC(C)=O)=C(C)C